C[C@@H]1N(C2=CC=CC=C2[C@@H](C1)N(C(OCC1=CC=CC=C1)=O)C1=CC=C(C=C1)NC(=O)OCC[Si](C)(C)C)C(CC)=O benzyl ((2S,4R)-2-Methyl-1-propionyl-1,2,3,4-tetrahydroquinolin-4-yl)(4-(((2-(trimethylsilyl)ethoxy)carbonyl)amino)phenyl)carbamate